C(C1=CC=CC=C1)N1C[C@@H](C=C2C3=C4C(C[C@@H]12)=CNC4=CC=C3)C(=O)N(CCC)CC (6aR,9R)-7-benzyl-N-ethyl-N-propyl-4,6,6a,7,8,9-hexahydroindolo[4,3-fg]quinoline-9-carboxamide